[1-[(1S)-1-[(1R,2R)-2-[(6,8-dichloro-2,2-dimethyl-chroman-4-yl)carbamoyl]cyclopropyl]-3-methoxy-propyl]-4,4-dimethyl-6-oxo-hexahydropyrimidin-2-ylidene]ammonium ClC=1C=C2C(CC(OC2=C(C1)Cl)(C)C)NC(=O)[C@H]1[C@@H](C1)[C@H](CCOC)N1C(NC(CC1=O)(C)C)=[NH2+]